C1(=CC=CC=C1)[B-](C1=CC=CC=C1)(C1=CC=CC=C1)C1=CC=CC=C1.C1(CCCCC1)[PH+](C1=CC(=CC(=C1)OC)OC)C1CCCCC1 dicyclohexyl-(3,5-dimethoxyphenyl)phosphonium tetraphenylborate